2-(oxirane-2-yl)ethane-1-ol O1C(C1)CCO